ClC1=CC(=C(CNC2=CC(=C(C=C2)S(=O)(=O)NC2=NC=NS2)F)C=C1)N1CCCC1 4-((4-chloro-2-(pyrrolidin-1-yl)benzyl)amino)-2-fluoro-N-(1,2,4-thiadiazol-5-yl)benzenesulfonamide